1-[2,4-dichloro-5-[(5-cyano-2-pyridyl)oxy]phenyl]-3-[(1S)-1-(2-pyrimidin-2-yl-1,2,4-triazol-3-yl)ethyl]urea ClC1=C(C=C(C(=C1)Cl)OC1=NC=C(C=C1)C#N)NC(=O)N[C@@H](C)C=1N(N=CN1)C1=NC=CC=N1